2-methyl-5-((1S,5R)-1-(5-(1-methylpiperidin-4-yl)-1,3,4-oxadiazol-2-yl)-5-(trifluoromethyl)-3-azabicyclo[3.1.0]hexane-3-yl)quinoline-8-carbonitrile CC1=NC2=C(C=CC(=C2C=C1)N1C[C@@]2(C[C@@]2(C1)C(F)(F)F)C=1OC(=NN1)C1CCN(CC1)C)C#N